5-(methoxymethyloxy)-1-pentanol COCOCCCCCO